C(C1=CC=CC=C1)C(CC(=O)O)CC(C)CC1=CC=CC=C1 3,5-dibenzyl-caproic acid